7-bromo-3-fluorobenzofuran BrC1=CC=CC=2C(=COC21)F